OC=1C2=C(N(C(C1C(=O)NC1=CC=NS1)=O)C)CCC2C 4-Hydroxy-N-isothiazol-5-yl-1,5-dimethyl-2-oxo-6,7-dihydro-5H-cyclopenta[b]pyridine-3-carboxamide